6-((1H-indazol-4-yl)methyl)-2-(hydroxy(phenyl)methyl)-4-methyl-4,6-dihydro-5H-thiazolo[5',4':4,5]pyrrolo[2,3-d]pyridazin-5-one N1N=CC2=C(C=CC=C12)CN1N=CC2=C(C1=O)N(C1=C2SC(=N1)C(C1=CC=CC=C1)O)C